FC=1C=C(C(=O)NCC2CCC(CC2)N2N=C3C=C(C=CC3=C2)C=2C=NN3C2C=CC=C3)C=C(C1O)F 3,5-difluoro-4-hydroxy-N-({(1r,4r)-4-[6-(pyrazolo[1,5-a]pyridin-3-yl)-2H-indazol-2-yl]cyclohexyl}methyl)benzamide